6-(1-Isopropyl-1H-pyrazol-3-yl)-N-((3S,5R)-5-methoxypiperidin-3-yl)-2-(1-methyl-1H-imidazol-2-yl)thieno[2,3-d]pyrimidin-4-amine hydrochloride salt Cl.C(C)(C)N1N=C(C=C1)C1=CC2=C(N=C(N=C2N[C@@H]2CNC[C@@H](C2)OC)C=2N(C=CN2)C)S1